difluorosulfolane FC1(S(=O)(=O)CCC1)F